C1#CC(CCCCCC1)C1C#CCCCCCC1 bi-cyclononyne